4-amino-7-cyclopropyl-1-(1H-indol-4-yl)pyrido[2,3-d]pyrimidin-2-one NC=1C2=C(N(C(N1)=O)C1=C3C=CNC3=CC=C1)N=C(C=C2)C2CC2